Cl.FC1=C(CN(S(=O)(=O)N)C)C=CC(=C1)C1=CC=NC=2NC(C=CC12)=O N-(2-fluoro-4-(7-oxo-7,8-dihydro-1,8-naphthyridin-4-yl)benzyl)-N-methylsulfamide hydrochloride